tert-Butyl N-[(1S,4S)-4-(3-amino-2-chlorophenyl)-4-methyl-6-oxo-1-(tetrahydrofuran-3-yl)hexahydropyrimidin-2-ylidene]carbamate NC=1C(=C(C=CC1)[C@]1(NC(N(C(C1)=O)C1COCC1)=NC(OC(C)(C)C)=O)C)Cl